COC(=O)C1=CC=CC2=C1SC=C2C2C(=C(NC(=C2C(C)=O)C)C)C(C)=O 3-(3,5-diacetyl-2,6-dimethyl-1,4-dihydropyridin-4-yl)benzo[b]thiophene-7-carboxylic acid methyl ester